C(C1=CC=CC=C1)(=O)O[C@@H]1[C@H](O[C@H]([C@@H]1OC(C1=CC=CC=C1)=O)N1C=C(C2=C1N=CN=C2Cl)B2OC(C(O2)(C)C)(C)C)COC(C2=CC=CC=C2)=O (2R,3R,4R,5R)-2-((Benzoyloxy)methyl)-5-(4-chloro-5-(4,4,5,5-tetramethyl-1,3,2-dioxaborolan-2-yl)-7H-pyrrolo[2,3-d]pyrimidin-7-yl)tetrahydrofuran-3,4-diyl dibenzoate